N-(4-(4-chlorophenyl)piperidin-4-yl)-4-(trifluoromethoxy)benzenesulfonamide ClC1=CC=C(C=C1)C1(CCNCC1)NS(=O)(=O)C1=CC=C(C=C1)OC(F)(F)F